3-(5-((3-(7-fluorochroman-4-ylidene)azetidin-1-yl)methyl)-1-oxoisoindolin-2-yl)piperidin-2,6-diol FC1=CC=C2C(CCOC2=C1)=C1CN(C1)CC=1C=C2CN(C(C2=CC1)=O)C1C(NC(CC1)O)O